FC1=C(C(=CC=C1)F)C=1NC2=C(C3=C(N1)C=NN3)C=CN=C2 5-(2,6-difluorophenyl)-1,6-dihydropyrazolo[4,3-d]pyrido[4,3-f][1,3]diazepin